COC1=CC=C(C=N1)C[C@@H]1C[C@H](N(C1)C(=O)OC(C)(C)C)C(=O)OC tert-butyl O2-methyl (2S,4R)-4-[(6-methoxy-3-pyridyl)methyl]pyrrolidine-1,2-dicarboxylate